C1(CC=CC1)C1=NC=2C(=NC=CC2C2CCN(CC2)C(=O)C2=CC=C(C=C2)OC(F)(F)F)N1 [4-(2-cyclopent-3-en-1-yl-3H-imidazo[4,5-b]pyridin-7-yl)-1-piperidyl]-[4-(trifluoromethoxy)phenyl]methanone